1-((2R,3R,4S,5R)-3,4-dihydroxy-5-(hydroxymethyl)tetrahydrofuran-2-yl)-3-(prop-2-yn-1-yl)pyrimidine-2,4(1H)-dione O[C@H]1[C@@H](O[C@@H]([C@H]1O)CO)N1C(N(C(C=C1)=O)CC#C)=O